(E)-11-tetradecen-1-yl acetate ((E)-11-tetradecen-1-yl acetate) C(CCCCCCCCC\C=C\CC)CC(=O)O.C(C)(=O)OCCCCCCCCCC\C=C\CC